COC(=O)C1=CN=CN1 1H-imidazole-5-carboxylic acid methyl ester